ClC=1C=2N(C=CC1)N=C(C2)[C@@H]2N(CCC1=C2N=CN1)C(=O)C=1C=NN2C1C=CC(=C2)N(C)C (R)-(4-(4-chloropyrazolo[1,5-a]pyridin-2-yl)-6,7-dihydro-1H-imidazo[4,5-c]pyridin-5(4H)-yl)(6-(dimethylamino)pyrazolo[1,5-a]pyridin-3-yl)methanone